BrC1=C2C=C(C=NC2=CC=N1)NC(=O)C=1C=NN(C1C(F)(F)F)C1=C2C=CNC(C2=CC=C1)=C=O N-(5-bromo-1,6-naphthyridin-3-yl)-1-(1-carbonyl-1,2-dihydroisoquinolin-5-yl)-5-(trifluoromethyl)-1H-pyrazole-4-carboxamide